FC=1C=C2NC=CC2=C2CCSCCSCCC(N3N=CC=C3C=3C(=CC=C(OC12)C3)F)C=3C=C(C=CC3)/C=C/C(=O)O (E)-3-[3-(23,29-Difluoro-25-oxa-10,13-dithia-5,6,20-triazapentacyclo-[24.3.1.02,6.016,24.017,21]triaconta-1(30),2,4,16,18,21,23,26,28-nonaen-7-yl)phenyl]prop-2-enoic acid